3-[(5-difluoromethoxy-1-methyl-3-trifluoromethyl-pyrazol-4-yl)-methylsulfonyl]-4,5-dihydro-5,5-dimethyl-1,2-oxazole FC(OC1=C(C(=NN1C)C(F)(F)F)CS(=O)(=O)C1=NOC(C1)(C)C)F